ClC1=CC(=NC(=N1)I)N1CC2(C1)C(CN(CC2)C(=O)OC(C)(C)C)(F)F tert-butyl 2-(6-chloro-2-iodopyrimidin-4-yl)-5,5-difluoro-2,7-diazaspiro[3.5]nonane-7-carboxylate